C1(=C(C=CC=C1)C1=NOC=N1)C 3-(o-tolyl)-1,2,4-oxadiazol